BrC1=CC=C(C(=C1C(=O)OC)C)Cl methyl 6-bromo-3-chloro-2-methylbenzoate